2-cyclopropyl-5-(1,4-dimethyl-1H-1,2,3-triazol-5-yl)-7-iodo-1H-benzo[d]imidazole C1(CC1)C1=NC2=C(N1)C(=CC(=C2)C2=C(N=NN2C)C)I